C(CC)N1N=CC(=C1)C#C[Si](C)(C)C 1-propyl-4-((trimethylsilyl)ethynyl)-1H-pyrazole